monoethanolamine lauryl-sulphate silver-yttrium [Y+3].[Ag+].C(CCCCCCCCCCC)OS(=O)(=O)[O-].C(O)CN.C(CCCCCCCCCCC)OS(=O)(=O)[O-].C(CCCCCCCCCCC)OS(=O)(=O)[O-].C(CCCCCCCCCCC)OS(=O)(=O)[O-]